C=CC tricarbene